(2S,4S)-2-(4-bromo-7-hydroxynaphthalen-1-yl)piperidin-4-ol tert-Butyl-4-(6-cyclopropyl-2-((1,3-dioxoisoindolin-2-yl)methyl)imidazo[1,2-a]pyridin-8-yl)piperazine-1-carboxylate C(C)(C)(C)C1N(CCN(C1)C=1C=2N(C=C(C1)C1CC1)C=C(N2)CN2C(C1=CC=CC=C1C2=O)=O)C(=O)O[C@@H]2C[C@H](NCC2)C2=CC=C(C1=CC=C(C=C21)O)Br